C(C(O)CO)OC(C=CCCCCCCCCCCCCC)=O hexadecenoic acid glyceryl ester